P(=O)(O)(O)O.[SiH3][SiH2][SiH3] trisilane phosphate